N(=[N+]=[N-])CC(=O)C1CCC1 2-Azido-1-cyclobutylethan-1-one